C(#N)C1=CC=NC(=C1)N1CC(OCC1)C 4-Cyano-6-(2-methylmorpholino)pyridin